[Cl-].[Ce+3].C1(=CC=CC=C1)P(C1=CC=CC=C1)C1=CC=CC=C1.[Cl-].[Cl-] (triphenylphosphine) cerium chloride